BrC1=C(C=C(C(=O)[O-])C=C1)C#N 4-bromo-3-cyanobenzoate